OC1=C(C=CC=C1)C=1C=C2C(=NN1)NC[C@@H]1N2CCN(C1)C1CCN(CC1)CCOC1CCN(CC1)C(=O)OC(C)(C)C tert-butyl (S)-4-(2-(4-(2-(2-hydroxyphenyl)-5,6,6a,7,9,10-hexahydro-8H-pyrazino[1',2':4,5]pyrazino[2,3-c]pyridazin-8-yl)piperidin-1-yl)ethoxy)piperidine-1-carboxylate